ClC1=C2C(=CNC2=CC=C1)SC#N 4-chloro-3-thiocyanato-1H-indole